2-(6-ethyloctyl)oxirane C(C)C(CCCCCC1OC1)CC